OC1(CCN(CC12CCCC2)C(=O)OC(C)(C)C)CN2C(C1=CN=CC=C1C=C2)=O tert-Butyl 10-hydroxy-10-((1-oxo-2,7-naphthyridin-2(1H)-yl)methyl)-7-azaspiro[4.5]decane-7-carboxylate